(E)-N-(4-(3-chloro-4-fluorophenyl)-4H-pyrido[2,3,4-de]quinazolin-7-yl)-4-(isopropylamino)but-2-enamide ClC=1C=C(C=CC1F)N1C=CC=2C=3C1=NC=NC3C=CC2NC(\C=C\CNC(C)C)=O